(R)-2-(((3-butyl-7-(dimethylamino)-1,1-dioxido-5-phenyl-2,3,4,5-tetrahydro-1,2,5-benzothiadiazepin-8-yl)methyl)thio)acetic acid C(CCC)[C@H]1NS(C2=C(N(C1)C1=CC=CC=C1)C=C(C(=C2)CSCC(=O)O)N(C)C)(=O)=O